(S)-([2,3'-bipyridine]-5-yl)-N-(5-chloro-4-(6,6-dimethyl-6,7-dihydro-5H-pyrrolo[1,2-a]imidazol-3-yl)pyridinyl)Propionamide N1=C(C=CC(=C1)[C@@H](C(=O)NC1=NC=C(C(=C1)C1=CN=C2N1CC(C2)(C)C)Cl)C)C=2C=NC=CC2